(2-hydroxy-5-benzoyloxy-phenyl)(phenyl)-methanone OC1=C(C=C(C=C1)OC(C1=CC=CC=C1)=O)C(=O)C1=CC=CC=C1